1-(2-methoxyethyl)-3-methyl-1H-pyrazolo[3,4-d]pyrimidine COCCN1N=C(C=2C1=NC=NC2)C